NC=1SC2=C(N1)C1=CC(=C(C(=C1C=C2S(=O)(=O)O)OCCCS(=O)(=O)O)S(=O)(=O)O)S(=O)(=O)O 2-amino-6-sulfopropoxy-4,7,8-trisulfonaphthothiazole